C(\C=C/COC1=C(C2=C(SC(=C2)C(CCC(=O)O)=O)C=C1OC)F)OC1=C(C2=C(SC(=C2)C(CCC(=O)O)=O)C=C1OC)F (Z)-4,4'-((but-2-ene-1,4-diylbis(oxy))bis(4-fluoro-6-methoxybenzo[b]-thiophene-5,2-diyl))bis(4-oxobutanoic acid)